O1COC2=C1C=CC(=C2)/C=C/C(=O)N(C=2SC=CN2)C2=CC=CC=C2 (E)-3-(1,3-benzodioxol-5-yl)-N-phenyl-N-thiazol-2-yl-prop-2-enamide